2'-[(RS)-1,3-Dimethylbutyl]-5-fluoro-1,3-dimethylpyrazol-4-carboxanilid C[C@H](CC(C)C)C1=C(NC(=O)C=2C(=NN(C2F)C)C)C=CC=C1 |r|